tert-butyl 11,11-difluoro-8-hydroxy-8-(hydroxymethyl)-3,4,8,9,10,11-hexahydro-1H-pyrido[4',3':3,4]pyrazolo-[1,5-a]azepine-2(7H)-carboxylate FC1(C=2N(CC(CC1)(CO)O)N=C1C2CN(CC1)C(=O)OC(C)(C)C)F